Indazole-4-amine N1N=CC=2C(=CC=CC12)N